(3-(2-amino-[1,2,4]triazolo[1,5-a]pyridin-7-yl)-2-fluorophenoxy)-3,3-difluoro-2-(4-fluorophenyl)pentan-5,5-d2-2-ol NC1=NN2C(C=C(C=C2)C=2C(=C(OCC(C(CC([2H])[2H])(F)F)(O)C3=CC=C(C=C3)F)C=CC2)F)=N1